FC=1C=C2CCN(CC2=CC1)C1=C(C(=C(S1)C)C(C(=O)N)C(C)(C)C)C (5-(6-fluoro-3,4-dihydroisoquinolin-2(1H)-yl)-2,4-dimethylthiophen-3-yl)-3,3-dimethylbutyramide